N1=C(C)C(O)=C(C(=O)O)C(CO)=C1 4-Pyridoxic acid